2,2-DIMETHYLPROPANAL CC(C=O)(C)C